OC=1C=CC(=NC1)NC(=O)N1CCC(CC1)C(C)C N-(5-hydroxypyridin-2-yl)-4-(propan-2-yl)piperidine-1-carboxamide